2-(5-(ethylsulfonyl)-6-(2-(trifluoromethyl)pyrazolo[1,5-a]pyrimidin-5-yl)pyridin-3-yl)hydrazine-1-carboxylic acid tert-butyl ester C(C)(C)(C)OC(=O)NNC=1C=NC(=C(C1)S(=O)(=O)CC)C1=NC=2N(C=C1)N=C(C2)C(F)(F)F